OC1=C(C=CC(=C1)OCCCC)C1=NC(=NC(=N1)C1=C(C=C(C=C1)OCCCC)O)C1=C(C=C(C=C1)OCCCC)OCCCC 2,4-bis(2-hydroxy-4-butoxyphenyl)-6-(2,4-dibutoxyphenyl)-1,3,5-triazine